C(C)(C)(C)C1=NN(C(=C1)NC(=O)NCC1=C(C=CC=C1)S(=O)(=O)C=1C=CC=2N(C1)C(=NN2)C(C)C)C2=CC=CC=C2 1-(3-tert-butyl-1-phenyl-1H-pyrazol-5-yl)-3-(2-{[3-(1-methylethyl)-[1,2,4]triazolo[4,3-a]pyridin-6-yl]sulfonyl}benzyl)urea